adipic acid-17O4 C(CCCCC(=[17O])[17OH])(=[17O])[17OH]